CSC(C(=O)N1C(CCCC1)C=1NC(=CN1)C1=CC=C(C=C1)[N+](=O)[O-])C 2-(methylthio)-1-(2-(5-(4-nitrophenyl)-1H-imidazol-2-yl)piperidin-1-yl)propan-1-one